C(C1=CC=CC=C1)OCCOCCOCCOC=1C=C2C(=CN1)NN=C2I 5-[2-[2-(2-benzyloxyethoxy)ethoxy]ethoxy]-3-iodo-1H-pyrazolo[3,4-c]pyridine